C[Si]1(O[SiH2]O[SiH2]O[SiH2]O[SiH2]O1)C1=CC=CC=C1 methyl-phenyl-cyclopentasiloxane